FC1=NC(=CC(=C1)NC1=CC=C(C(=N1)C(=O)NCC(C)(C)C)O)F 6-[(2,6-difluoro-4-pyridinyl)amino]-N-(2,2-dimethylpropyl)-3-hydroxy-pyridine-2-carboxamide